CN(C1=NN(C=C1C#N)C1=NC=C(C=C1)C1=C2C=C(C(=CC2=C(C=2C(OCC21)=O)OC)OC)OC)C 3-(dimethylamino)-1-(5-(6,7,9-trimethoxy-1-oxo-1,3-dihydronaphtho[2,3-c]furan-4-yl)pyridin-2-yl)-1H-pyrazol-4-carbonitrile